CC(CC)(C)P(O)(O)=O 1,1-Dimethylpropyl-phosphonic acid